ClC1=CC=C(C=C1)C=1N=C2N(C=CC=C2)C1CN1CC2C(C1)CN(C2)C=O [5-{[2-(4-chlorophenyl)imidazo[1,2-a]pyridin-3-yl]methyl}hexahydropyrrolo[3,4-c]pyrrol-2(1H)-yl]methanone